4-(5-(3-amino-8-azabicyclo[3.2.1]octane-8-carbonyl)-2-(pyrimidin-4-yl)thiophen-3-yl)-2-fluoro-benzonitrile hydrochloride Cl.NC1CC2CCC(C1)N2C(=O)C2=CC(=C(S2)C2=NC=NC=C2)C2=CC(=C(C#N)C=C2)F